4-fluoro-1H-1,3-benzodiazole FC1=CC=CC=2NC=NC21